4-(4-((3-fluoropropyl)sulfonyl)piperazin-1-yl)-1H-pyrrolo[2,3-b]pyridin FCCCS(=O)(=O)N1CCN(CC1)C1=C2C(=NC=C1)NC=C2